CC(C(C)(C)C)O 1,2,2-tri-methylpropanol